2-bromo-4-fluoro-5-methylbenzoic acid methyl ester COC(C1=C(C=C(C(=C1)C)F)Br)=O